FC1(CCC(CC1)C1=NC=CC(=C1NC(=O)C=1C(=NN(C1)C)C)C1=C(C=CC(=C1)F)F)F N-(2-(4,4-difluorocyclohexyl)-4-(2,5-difluorophenyl)pyridin-3-yl)-1,3-dimethyl-1H-pyrazole-4-carboxamide